3,5-lutidine nitrogen [N].N1=CC(=CC(=C1)C)C